(4R)-4-[3-Oxo-3-[3-[5-[3-(trifluoromethyl)pyrrolidin-1-yl]-2-pyridyl]azetidin-1-yl]propyl]oxazolidin-2-one O=C(CC[C@H]1NC(OC1)=O)N1CC(C1)C1=NC=C(C=C1)N1CC(CC1)C(F)(F)F